COC([C@@H](NS(=O)(=O)C1=CC=C(C2=CC=CC=C12)NC(C1=C(C=CC=C1)C)=O)C1CCCCC1)=O.FC1=CC=C(C=C1)C(C1CCNCC1)C1=CC=C(C=C1)OC 4-[(4-fluorophenyl)-(4-methoxyphenyl)methyl]piperidine (S)-methyl-2-cyclohexyl-2-(4-(2-methylbenzamido)naphthalene-1-sulfonamido)acetate